Tert-butyl (E)-4-(2-(3-chloro-4-(((4-((3-chlorobenzyl)amino)-6-(1-methylcyclopropoxy)pyrimidin-5-yl)imino) methyl)phenoxy)ethyl)piperazine-1-carboxylate ClC=1C=C(OCCN2CCN(CC2)C(=O)OC(C)(C)C)C=CC1/C=N/C=1C(=NC=NC1OC1(CC1)C)NCC1=CC(=CC=C1)Cl